FC1=C(C=CC(=C1)OCCF)NS(=O)(=O)C1=CNC(=C1)C1=C(C=CC=C1)F N-[2-fluoro-4-(2-fluoroethoxy)phenyl]-5-(2-fluorophenyl)-1H-pyrrole-3-sulfonamide